4-(1-hydroxy-2-(methylamino) ethyl)-1,2-phenylenedi(2,2-dimethylpropionate) OC(CNC)C1=CC(=C(C=C1)CC(C(=O)[O-])(C)C)CC(C(=O)[O-])(C)C